ClC=1C(=CC(=NC1)C#N)C=1NC2=CC(=CC(=C2C(C1)=O)F)F 5-chloro-4-(5,7-difluoro-4-oxo-1H-quinolin-2-yl)pyridine-2-carbonitrile